O=C\1N(C2=CC=CC=C2/C1=C\1/NC2=CC=CC=C2C1=O)C(=O)OCC Ethyl (3Z)-2-oxo-3-(3-oxoindolin-2-ylidene)indoline-1-carboxylate